Cl.ClC1=NC=C(C=N1)C(=O)NC([2H])([2H])[2H] 2-chloro-N-(methyl-d3)pyrimidine-5-carboxamide hydrochloride